tert-butyl-4-(2-methyl-4-((6-((1-methyl-2-oxoindolin-5-yl)thio)hexyl)amino)phenyl)piperazine C(C)(C)(C)N1CCN(CC1)C1=C(C=C(C=C1)NCCCCCCSC=1C=C2CC(N(C2=CC1)C)=O)C